6-(2-chlorophenyl)-8-methyl-2-((4-(4-methylpiperazin-1-yl)phenyl)amino)-5-vinylpyrido[2,3-d]pyrimidin-7(8H)-one ClC1=C(C=CC=C1)C1=C(C2=C(N=C(N=C2)NC2=CC=C(C=C2)N2CCN(CC2)C)N(C1=O)C)C=C